OC1=C(C=O)C(=CC=C1)OC 2-hydroxy-6-methoxybenzaldehyde